(S)-2-((tert-butyloxycarbonyl)amino)-2-cyclobutylacetic acid C(C)(C)(C)OC(=O)N[C@H](C(=O)O)C1CCC1